CC(C(C)O)(C=CC1C(C(=CC1)C)(C)C)C 3,3-dimethyl-5-(2,2,3-trimethyl-3-cyclopentene-1-yl)4-penten-2-ol